(2S,5R)-5-((5-(cyclobutanecarbonyl)-7H-pyrrolo[2,3-d]pyrimidin-4-yl)amino)-2-methylpiperidine-1-carboxylic acid benzyl ester C(C1=CC=CC=C1)OC(=O)N1[C@H](CC[C@H](C1)NC=1C2=C(N=CN1)NC=C2C(=O)C2CCC2)C